N-(4-cyclohexylphenyl)-2-{[1-(2-hydroxyethyl)-1H-tetrazol-5-yl]sulfanyl}-5-nitrobenzamide C1(CCCCC1)C1=CC=C(C=C1)NC(C1=C(C=CC(=C1)[N+](=O)[O-])SC1=NN=NN1CCO)=O